3,5-dimethyl-7-carboxyadamantane CC12CC3CC(CC(C1)(C3)C)(C2)C(=O)O